ClC1=CC(=C(C=C1)NC(CN1C=2N(C(C(=C1C)N1CCNCC1)=O)N=C(N2)C=2CCOCC2)=O)C N-(4-chloro-2-methylphenyl)-2-(2-(3,6-dihydro-2H-pyran-4-yl)-5-methyl-7-oxo-6-(piperazin-1-yl)-[1,2,4]triazolo[1,5-a]pyrimidin-4(7H)-yl)acetamide